C1=CC=C2C(=C1)C=CC(=C2O)S mercaptonaphthol